CC(=CC(=O)NC1=CC(=NC=C1)C=1C=CC=C2C=NC(=NC12)NC=1C=NC(=CC1)N1CCN(CC1)C)C 3-methyl-N-(2-(2-((6-(4-methylpiperazin-1-yl)pyridin-3-yl)amino)quinazolin-8-yl)pyridin-4-yl)but-2-enamide